1-phenyl-1H-[1,2,3]triazol-4-carboxylic acid methyl ester COC(=O)C=1N=NN(C1)C1=CC=CC=C1